rac-2-hydroxy-3-[(1R*,2R*)-2-(trifluoromethyl)-cyclopropyl]-2H-furan-5-one O[C@@H]1OC(C=C1[C@H]1[C@@H](C1)C(F)(F)F)=O |&1:1,o1:6,7|